OC=1C(=C(C(=CC1)C)NC(=O)C1=CN=C(S1)NC1=NN(C=C1C)C(C(N1CCCC1)=O)COC)C N-(3-Hydroxy-2,6-dimethylphenyl)-2-((1-(3-methoxy-1-oxo-1-(pyrrolidin-1-yl)propan-2-yl)-4-methyl-1H-pyrazol-3-yl)amino)thiazole-5-carboxamide